C(CCCC)O[Hf] pentyloxyhafnium